ClC=1C=C(C=C(C1)NS(=O)(=O)C)NC(=O)C=1SC(=C(C1)C1=NC=C(C=C1OCC1=CC(=CC(=C1)F)OC(F)F)F)C N-(3-chloro-5-(methylsulfonamido)phenyl)-4-(3-((3-(difluoromethoxy)-5-fluorobenzyl)oxy)-5-fluoropyridin-2-yl)-5-methylthiophene-2-carboxamide